C(C)(C)(C)[Si](C)(C)OCC1=C(C(=CC=C1OC1=NC=C(C(=C1B1OC(C(O1)(C)C)(C)C)C)C(F)(F)F)F)F tert-butyl-[[2,3-difluoro-6-[[4-methyl-3-(4,4,5,5-tetramethyl-1,3,2-dioxaborolan-2-yl)-5-(trifluoromethyl)-2-pyridyl]oxy]phenyl]methoxy]-dimethyl-silane